[[(2S,4R)-4-(2,3-dichloro-6-methoxyphenyl)pyrrolidin-2-yl]methyl](2-methoxyethyl)amine ClC1=C(C(=CC=C1Cl)OC)[C@H]1C[C@H](NC1)CNCCOC